5'-fluoro-2-methyl-2'-((4-(7-((2-oxo-2,3-dihydro-1H-benzo[d]imidazol-5-yl)methyl)-2,7-diazaspiro[4.4]nonan-2-yl)pyrimidin-5-yl)oxy)-[1,1'-biphenyl]-3-carbonitrile FC=1C=CC(=C(C1)C1=C(C(=CC=C1)C#N)C)OC=1C(=NC=NC1)N1CC2(CC1)CN(CC2)CC2=CC1=C(NC(N1)=O)C=C2